1-(4-((4-((4-(3-fluorophenoxy)-2-(2-hydroxypropane-2-yl)phenyl)amino)quinazolin-6-yl)oxy)piperidin-1-yl)prop-2-en-1-one FC=1C=C(OC2=CC(=C(C=C2)NC2=NC=NC3=CC=C(C=C23)OC2CCN(CC2)C(C=C)=O)C(C)(C)O)C=CC1